CCCCCCCCCCCCC/C=C/[C@H]([C@H](CO[C@H]1[C@@H]([C@H]([C@@H]([C@H](O1)CO)O[C@H]2[C@@H]([C@H]([C@H]([C@H](O2)CO)O)O[C@@]3(C[C@@H]([C@H]([C@@H](O3)[C@@H]([C@@H](CO)O)O)NC(=O)C)O)C(=O)O)O)O)O)NC(=O)CCCCCCCCCCCCC/C=C\\CCCCCCCC)O The molecule is a sialotriaosylceramide consisting of beta-D-GalNAc-(1->4)-[alpha-Neu5Ac-(2->3)]-beta-D-Gal-(1->4)-beta-D-Glc attached to the primary hydroxy function of ceramide(d18:1/24:1(15Z)). It has a role as a mouse metabolite. It derives from a (15Z)-tetracosenoic acid.